3-(3-(1,2,3,5,6,7-hexahydro-s-indacen-4-yl)thioureido)-2-Hydroxy-2-(5-(2-hydroxypropan-2-yl)isoxazol-3-yl)propionic acid ethyl ester C(C)OC(C(CNC(=S)NC1=C2CCCC2=CC=2CCCC12)(C1=NOC(=C1)C(C)(C)O)O)=O